tert-butyl (4-(2-(2-(2-(2-((3-(2,6-dioxopiperidin-3-yl)-2-methyl-4-oxo-3,4-dihydroquinazolin-7-yl)oxy)ethoxy)ethoxy)ethoxy)ethoxy)phenyl)carbamate O=C1NC(CCC1N1C(=NC2=CC(=CC=C2C1=O)OCCOCCOCCOCCOC1=CC=C(C=C1)NC(OC(C)(C)C)=O)C)=O